The molecule is a 28-membered appetite-stimulating polypeptide consisting of Gly, Ser, Ser(octanoyl), Phe, Leu, Ser, Pro, Glu, His, Gln, Arg, Val, Gln, Gln, Arg, Lys, Glu, Ser, Lys, Lys, Pro, Pro, Ala, Lys, Leu, Gln, Pro and Arg residues joined in sequence. The O-n-octanoylation of the side-chain hydroxy group of serine-3 (Ser3) is essential for ghrelin's activity. It has a role as an appetite enhancer, an apoptosis inducer, an antineoplastic agent, an antiatherogenic agent and a human metabolite. It is a polypeptide and a peptide hormone. CCCCCCCC(=O)OC[C@@H](C(=O)N[C@@H](CC1=CC=CC=C1)C(=O)N[C@@H](CC(C)C)C(=O)N[C@@H](CO)C(=O)N2CCC[C@H]2C(=O)N[C@@H](CCC(=O)O)C(=O)N[C@@H](CC3=CNC=N3)C(=O)N[C@@H](CCC(=O)N)C(=O)N[C@@H](CCCNC(=N)N)C(=O)N[C@@H](C(C)C)C(=O)N[C@@H](CCC(=O)N)C(=O)N[C@@H](CCC(=O)N)C(=O)N[C@@H](CCCNC(=N)N)C(=O)N[C@@H](CCCCN)C(=O)N[C@@H](CCC(=O)O)C(=O)N[C@@H](CO)C(=O)N[C@@H](CCCCN)C(=O)N[C@@H](CCCCN)C(=O)N4CCC[C@H]4C(=O)N5CCC[C@H]5C(=O)N[C@@H](C)C(=O)N[C@@H](CCCCN)C(=O)N[C@@H](CC(C)C)C(=O)N[C@@H](CCC(=O)N)C(=O)N6CCC[C@H]6C(=O)N[C@@H](CCCNC(=N)N)C(=O)O)NC(=O)[C@H](CO)NC(=O)CN